phenyl-(2-naphthyl)phosphine chloride [Cl-].C1(=CC=CC=C1)PC1=CC2=CC=CC=C2C=C1